5-ethoxy-1-[4-[(4,4,5,5-tetramethyl-1,3,2-dioxaborolan-2-yl)methyl]phenyl]-3-(trifluoromethyl)pyrazole C(C)OC1=CC(=NN1C1=CC=C(C=C1)CB1OC(C(O1)(C)C)(C)C)C(F)(F)F